3-{5-[2-(HYDROXYMETHYL)-1H-IMIDAZOL-1-YL]-2-[(5-METHYL-1H-1,2,4-TRIAZOL-3-YL)AMINO]-1,3-THIAZOL-4-YL}BENZONITRILE OCC=1N(C=CN1)C1=C(N=C(S1)NC1=NNC(=N1)C)C=1C=C(C#N)C=CC1